(1S,4aR,5E,8aS)-5-(methoxymethylene)-1-methyl-2,3,4,4a,6,7,8,8a-octahydro-1H-isoquinoline CO\C=C/1\[C@@H]2CCN[C@H]([C@H]2CCC1)C